FC(C(=O)O)(F)F.CNCC\C=C/1\C(NCC1)=O (E)-3-(3-(methylamino)propylidene)pyrrolidin-2-one trifluoroacetate